2-(1-(2-cyanophenyl)-1-(1-methyl-1H-pyrazol-5-yl)propan-2-yl)-5-methoxy-1-methyl-6-oxo-1,6-dihydropyrimidine-4-carboxylic acid ethyl ester C(C)OC(=O)C=1N=C(N(C(C1OC)=O)C)C(C(C1=CC=NN1C)C1=C(C=CC=C1)C#N)C